N-cyclohexyl-benzo[b]thiophenecarboxamide S,S-dioxide C1(CCCCC1)NC(=O)C1=CC2=C(S1(=O)=O)C=CC=C2